ethyl (3Z)-3-hydroxyiminobutyrate O\N=C(/CC(=O)OCC)\C